C1=C(C=CC=2C3=CC=CC=C3NC12)CC(=O)N(C)CC1=CC=C(C=C1)F 2-(9H-carbazol-2-yl)-N-(4-fluorobenzyl)-N-methylacetamide